N2-methyl-3-((S)-1-phenylethoxy)-N5-((S)-tetrahydrofuran-3-yl)-1H-pyrrole-2,5-dicarboxamide CNC(=O)C=1NC(=CC1O[C@@H](C)C1=CC=CC=C1)C(=O)N[C@@H]1COCC1